ClC1=CC=C(C(=N1)C(=O)N)O[C@H](C)C=1C=C(C=C2C(C=C(OC12)C1=CC2=CN(N=C2C=C1)C)=O)C 6-Chloro-3-[(1R)-1-[6-methyl-2-(2-methylindazol-5-yl)-4-oxo-chromen-8-yl]ethoxy]pyridine-2-carboxamide